5-(trifluoromethoxy)-1,3-dihydroindol-2-one FC(OC=1C=C2CC(NC2=CC1)=O)(F)F